methyl 2-{5-[(3-benzyl-4-oxo-2-thioxo-1,3-thiazolidin-5-ylidene)methyl]-2-furyl}benzoate C(C1=CC=CC=C1)N1C(SC(C1=O)=CC1=CC=C(O1)C1=C(C(=O)OC)C=CC=C1)=S